C(N)(OCCC=1N(C2=CC=C(C=C2C1CNS(=O)(=O)C)F)C1CCN(CC1)C1CCC(CC1)=C(C)C)=O 2-(5-fluoro-3-(methylsulfonamidomethyl)-1-(1-(4-(propan-2-ylidene)cyclohexyl)piperidin-4-yl)-1H-indol-2-yl)ethyl carbamate